B(O[C@H]1[C@](C1(F)F)(C)F)([O-])[O-].[K+].[K+] potassium trifluoro-[trans-2-methylcyclopropyl] borate